eugenolamine C1(=C(O)C(=CC(CC=C)=C1)N)OC